ethyl 2-(propa-1,2-dien-1-yl)oxazole-4-carboxylate C(=C=C)C=1OC=C(N1)C(=O)OCC